CC(C#C)(C)C 3,3-dimethylbut-1-yne